imidazol-2-amine hydrochloride Cl.N1C(=NC=C1)N